N-(4-(4-amino-1-(1-isobutyrylpiperidin-4-yl)-1H-pyrazolo[3,4-d]pyrimidin-3-yl)phenyl)-6-cyano-1-(4-fluorophenyl)-5-cyclopropyl-2-oxo-1,2-dihydropyridine-3-carboxamide NC1=C2C(=NC=N1)N(N=C2C2=CC=C(C=C2)NC(=O)C=2C(N(C(=C(C2)C2CC2)C#N)C2=CC=C(C=C2)F)=O)C2CCN(CC2)C(C(C)C)=O